N-PROPYLAMINE C(CC)N